6-(4-cyanobenzyl)-N-(3-((4-methylpiperazin-1-yl)methyl)-5-(trifluoromethyl)phenyl)-4,5,6,7-tetrahydrothieno[2,3-c]pyridine-3-carboxamide C(#N)C1=CC=C(CN2CC3=C(CC2)C(=CS3)C(=O)NC3=CC(=CC(=C3)C(F)(F)F)CN3CCN(CC3)C)C=C1